1-(3-(4-phenylpiperazine-1-carbonyl)benzyl)quinazoline-2,4(1h,3h)-dione C1(=CC=CC=C1)N1CCN(CC1)C(=O)C=1C=C(CN2C(NC(C3=CC=CC=C23)=O)=O)C=CC1